COC1=C(C=CC(=C1)OC)C=1N=C2N(N=CC=C2)C1N 2-(2,4-dimethoxyphenyl)imidazo[1,2-b]pyridazin-3-amine